(2S)-N-{(1S)-1-cyano-2-[4-(3-methyl-2-oxo-2,3-dihydro-1,3-benzoxazole-5-yl)phenyl]ethyl}-1,4-oxazepine-2-carboxamide C(#N)[C@H](CC1=CC=C(C=C1)C=1C=CC2=C(N(C(O2)=O)C)C1)NC(=O)C=1OC=CC=NC1